5-[4-({[1-(Hydroxymethyl)cyclobutyl]methyl}amino)-3-(trifluoromethyl)phenyl]-3,6-dihydro-2H-1,3,4-oxadiazin-2-one OCC1(CCC1)CNC1=C(C=C(C=C1)C1=NNC(OC1)=O)C(F)(F)F